SCC(SC)=O S-methyl 2-mercaptoethanethioate